FC(OC1=CC=C(C=C1)CCCO)(F)F 4-(trifluoromethoxy)benzenepropanol